C(C1=CC=CC=C1)OC(=O)N[C@@H](C(=O)OCC1=CC=CC=C1)CNC(=O)C1=CC2=NC=CC(=C2S1)C (R)-Benzyl 2-(((benzyloxy)carbonyl)amino)-3-(7-methylthieno[3,2-b]pyridine-2-carboxamido)propanoate